6-[(2S)-2-amino-4,4-difluorobutyl]-7-methyl-N-[(thiophen-2-yl)methyl]thieno[3,2-c]pyridazin-4-amine N[C@H](CC1=C(C=2N=NC=C(C2S1)NCC=1SC=CC1)C)CC(F)F